1,1'-methylenebis(2-naphthylamide) C(C1=C(C=CC2=CC=CC=C12)[NH-])C1=C(C=CC2=CC=CC=C12)[NH-]